C(C1=CC=CC=C1)OC1=C(C(=C(C(=C1)C)Br)C)C 1-(benzyloxy)-4-bromo-2,3,5-trimethylbenzene